2-(3-Isopropoxy-4-nitrophenyl)-5-methyl-1,3,4-oxadiazole C(C)(C)OC=1C=C(C=CC1[N+](=O)[O-])C=1OC(=NN1)C